2-[(4-bromophenyl)methyl]-4,4,5,5-tetramethyl-1,3,2-dioxaborolan BrC1=CC=C(C=C1)CB1OC(C(O1)(C)C)(C)C